Methyl 12-((2-(1-(N-(2-(dinonylamino)ethyl)-N-nonylglycyl)piperidin-4-yl)ethyl)(tetradecyl)amino)dodecanoate C(CCCCCCCC)N(CCN(CC(=O)N1CCC(CC1)CCN(CCCCCCCCCCCC(=O)OC)CCCCCCCCCCCCCC)CCCCCCCCC)CCCCCCCCC